C(C)OC(=O)C1=C(N=C(S1)NC1=NC(=CC(=N1)N1CCOCC1)C=1C=NC=CC1)C 2-[4-(4-morpholinyl)-6-(3-pyridinyl)pyrimidin-2-ylamino]-4-methylthiazole-5-carboxylic acid ethyl ester